3-(4-((S)-2-(2-acetyl-1,2,3,4-tetrahydropyrrolo[1,2-a]pyrazine-6-carboxamido)-2-cycloheptylacetamido)-2-fluorophenyl)-4-chloro-2-methylpyridine 1-oxide C(C)(=O)N1CC=2N(CC1)C(=CC2)C(=O)N[C@H](C(=O)NC2=CC(=C(C=C2)C=2C(=[N+](C=CC2Cl)[O-])C)F)C2CCCCCC2